CC1=CN=CC2=CC=CC(=C12)C(C(=O)O)N1CC(C1)OCCCCCC1=NC=2NCCCC2C=C1 2-(4-methylisoquinolin-5-yl)-2-(3-(5-(5,6,7,8-tetrahydro-1,8-naphthyridin-2-yl)pentyloxy)azetidin-1-yl)acetic acid